ClC1=CC=C(C(=N1)C(=O)O)N[C@H](C)C1=C2N=C(C(=NC2=CC(=C1)C)C#N)N1CC2=CC=C(C=C2CC1)C#N (R)-6-chloro-3-((1-(2-cyano-3-(6-cyano-3,4-dihydroisoquinolin-2(1H)-yl)-7-methylquinoxalin-5-yl)ethyl)amino)picolinic acid